FC1(CC1)S(=O)(=O)NC1C(C=2C(N(C=NC2CC1)C(C)C)=O)CC=1C=C(C=CC1)C1=C(C=CC=C1)F rel-1-fluoro-N-{5-[(2'-fluoro[1,1'-biphenyl]-3-yl)methyl]-4-oxo-3-(propan-2-yl)-3,4,5,6,7,8-hexahydroquinazolin-6-yl}cyclopropane-1-sulfonamide